C[Si](C)(C)C#C[C@H]1CC[C@H](N1C(=O)OC(C)(C)C)C(=O)OC 1-(tert-butyl) 2-methyl (2S,5R)-5-((trimethylsilyl)ethynyl)pyrrolidine-1,2-dicarboxylate